(E)-N'-(1-phenylethylidene)isobutyrohydrazide C1(=CC=CC=C1)\C(\C)=N\NC(C(C)C)=O